(R)-N-[(3-bromo-2,6-difluoro-5-methylphenyl)methylidene]-2-methylpropane-2-sulfinamide BrC=1C(=C(C(=C(C1)C)F)C=N[S@](=O)C(C)(C)C)F